S(=O)(=O)([O-])[O-].[Ra+2] Radium sulfat